tert-butyl N-{3-[benzyl({10-[(tert-butoxycarbonyl)amino]decyl})amino]propyl}carbamate C(C1=CC=CC=C1)N(CCCNC(OC(C)(C)C)=O)CCCCCCCCCCNC(=O)OC(C)(C)C